C(C)OC(=O)C=1C=NN(C1C(F)F)C1CNCC(C1)(F)F 5-(difluoromethyl)-1-[5,5-difluoropiperidin-3-yl]-1H-pyrazole-4-carboxylic acid ethyl ester